2-ethyl-8,8,11-trimethyl-5-pentyl-4H,8H-benzo[c][1,3]dioxino[4,5-f]chromen-4-one C(C)C1OC(C=2C(=C3C4=C(C(OC3=CC2CCCCC)(C)C)C=CC(=C4)C)O1)=O